N-ethyl-1-(5-((trimethylsilyl)ethynyl)pyridin-2-yl)ethan-1-amine C(C)NC(C)C1=NC=C(C=C1)C#C[Si](C)(C)C